1-((3R,4S)-4-Hydroxy-3-((S)-5H-imidazo[5,1-a]isoindol-5-yl)piperidin-1-yl)ethanon O[C@@H]1[C@H](CN(CC1)C(C)=O)[C@@H]1N2C(C3=CC=CC=C13)=CN=C2